COC1=C(C(=CC(=C1)C)OC[C@@H]1NCCC1)C1=CC(=NN1)NC=1N=CC(=NC1)C#N (R)-5-((5-(2-methoxy-4-methyl-6-(pyrrolidin-2-ylmethoxy)phenyl)-1H-pyrazol-3-yl)amino)pyrazine-2-carbonitrile